tert-Amyl peroxypivalate C(C(C)(C)C)(=O)OOC(C)(C)CC